pyrazoleformyl-piperazinone N1N=C(C=C1)C(=O)N1C(CNCC1)=O